N1C(=NC2=C1C=CC=C2)C=2C=C(C=CC2Cl)C=2C(=C(C(=O)N)C=CC2S(=O)(=O)NC2=CC(=CC=C2)F)Cl [3-(1H-benzimidazol-2-yl)-4-chlorophenyl]-4-(3-fluoroanilino)sulfonyl-2-chlorobenzamide